NC1=NC=C(C2=C1C(=C(S2)C2=CC=C(C=C2)NC(C(=C)C)=O)C2=CC(=C(C=C2)OC2=NC=CC(=N2)C)F)C2=CNC=C2 N-(4-(4-amino-3-(3-fluoro-4-((4-methylpyrimidin-2-yl)oxy)phenyl)-7-(1H-pyrrol-3-yl)thieno[3,2-c]pyridin-2-yl)phenyl)methacrylamide